C(CC)(=O)OC(\C=C\CCC)=O trans-2-hexenoyl propionate